5-(2-(3-(1-(ethylamino)ethyl)-5-(trifluoromethyl)phenylamino)-5-methylpyrimidin-4-ylamino)benzo[d]oxazol-2(3H)-one C(C)NC(C)C=1C=C(C=C(C1)C(F)(F)F)NC1=NC=C(C(=N1)NC=1C=CC2=C(NC(O2)=O)C1)C